tert-butyl ((3R,6S)-6-((S)-1-(4-fluorophenyl)-1,2,3,4-tetrahydroisoquinoline-2-carbonyl)-4-methylenetetrahydro-2H-pyran-3-yl)carbamate FC1=CC=C(C=C1)[C@@H]1N(CCC2=CC=CC=C12)C(=O)[C@@H]1CC([C@H](CO1)NC(OC(C)(C)C)=O)=C